2-((3r,5r,7r)-adamantan-1-yl)-N-(7-hydroxyheptyl)acetamide C12(CC3CC(CC(C1)C3)C2)CC(=O)NCCCCCCCO